(R)-(3-(3-chloro-1,2,4-thiadiazol-5-yl)-8-methyl-5,6-dihydro-[1,2,4]triazolo[4,3-a]pyrazin-7(8H)-yl)(4-fluorophenyl-3-d)methanone hydrobromide Br.ClC1=NSC(=N1)C1=NN=C2N1CCN([C@@H]2C)C(=O)C2=CC(=C(C=C2)F)[2H]